2-(1-(4-((5-chloro-3-fluoropyridin-2-yl)oxy)phenyl)-1H-pyrazol-4-yl)acetaldehyde ClC=1C=C(C(=NC1)OC1=CC=C(C=C1)N1N=CC(=C1)CC=O)F